OC(CC(=O)OC(CC(=O)OCC(COC(CC(C)OC(CC(C)O)=O)=O)OC(CC(C)OC(CC(C)O)=O)=O)C)C propane-1,2,3-triyl tris(3-((3-hydroxybutanoyl)oxy)butanoate)